C(C)OC(=O)C=1C(C=C2N(C(CC3=CC(=C(C=C23)OC)C=2C=NN(C2)CC(C)C)C(C)C)C1)=O 9-(1-isobutyl-1H-pyrazol-4-yl)-6-isopropyl-10-methoxy-2-oxo-6,7-dihydro-2H-pyrido[2,1-a]isoquinoline-3-carboxylic acid ethyl ester